Cl.N[C@H](C)C=1C(=C(C=CC1)C([C@@](C#C)(O)C1CC1)(F)F)F |o1:11| (2R or S)-1-{3-[(1R)-1-aminoethyl]-2-fluorophenyl}-2-cyclopropyl-1,1-difluorobut-3-yn-2-ol hydrogen chloride